1-(3-(3-((2-(4-methoxypiperidin-1-yl)pyrimidin-4-yl)amino)-8-((2R,3S)-2-methyl-3-(((trifluoromethyl)sulfonyl)methyl)azetidin-1-yl)isoquinolin-5-yl)azetidin-1-yl)prop-2-en-1-one COC1CCN(CC1)C1=NC=CC(=N1)NC=1N=CC2=C(C=CC(=C2C1)C1CN(C1)C(C=C)=O)N1[C@@H]([C@H](C1)CS(=O)(=O)C(F)(F)F)C